1-[6-(2-methylbenzoyl)-9-ethylcarbazol-3-yl]-butane-1-one CC1=C(C(=O)C=2C=C3C=4C=C(C=CC4N(C3=CC2)CC)C(CCC)=O)C=CC=C1